FC=1C=C(OC2=NC=C(C=N2)C=2C=C(C=NC2)NC2CN(C2)C(=O)OC(C)(C)C)C=CC1 tert-butyl 3-[[5-[2-(3-fluorophenoxy)pyrimidin-5-yl]-3-pyridyl]amino]azetidine-1-carboxylate